ClC=1C=C(C(=NC1)C1=C(N(N=C1)C)N)F 4-(5-chloro-3-fluoro-2-pyridinyl)-2-methyl-pyrazol-3-amine